N1NC(C2C1=CN=CC2)C(=O)N tetrahydro-1H-pyrazolo[3,4-c]pyridine-3-carboxamide